FC1=C(C(=CC=C1)O)N1C(C=2N=C(N=C(C2C1)N1[C@H](CNCC1)C)S(=O)(=O)C)=O (S)-6-(2-Fluoro-6-hydroxyphenyl)-4-(2-methylpiperazin-1-yl)-2-(methylsulfonyl)-5,6-dihydro-7H-pyrrolo[3,4-d]pyrimidin-7-one